3-(2,2,2-trifluoroethyl)benzofuran-7-amine FC(CC1=COC2=C1C=CC=C2N)(F)F